acetic acid 3,7-dimethyl-oct-1,6-dien-3-yl ester CC(C=C)(CCC=C(C)C)OC(C)=O